CC1=CC=C(S1)C(CC(=O)C1=CC=CC=C1)C[N+](=O)[O-] 3-(5-methylthiophene-2-yl)-4-nitro-1-phenylbutan-1-one